3-[(6-phenylpyridazin-3-yl)amino]-N-[(pyridin-2-yl)methyl]benzamide C1(=CC=CC=C1)C1=CC=C(N=N1)NC=1C=C(C(=O)NCC2=NC=CC=C2)C=CC1